ClC=1C=C(C=NC1)CN (5-chloropyridin-3-yl)methanamine